BrC=1N=C2C(=CC(NC2=CC1)=O)C(C)C 6-bromo-4-isopropyl-1,5-naphthyridin-2(1H)-one